C(C)(C)N(C1=CC2=C(C(=N1)CNC)CN(C2)C2=NC(=CC=C2)C2=NN=C1N2C(CCC1)C(F)(F)F)C 6-(isopropyl(methyl)amino)-4-((methylamino)methyl)-2-(6-(5-(trifluoromethyl)-5,6,7,8-tetrahydro-[1,2,4]triazolo[4,3-a]pyridin-3-yl)pyridin-2-yl)-2,3-dihydro-1H-pyrrolo[3,4-c]pyridine